FC1=C(C=C(C(=O)N2CCC(CC2)N2CC(C2)(N2N=CC(=C2)C=2C3=C(N=CN2)NC=C3)CC#N)C=C1)OC {1-[1-(4-fluoro-3-methoxybenzoyl)piperidin-4-yl]-3-[4-(7H-pyrrolo[2,3-d]pyrimidin-4-yl)-1H-pyrazol-1-yl]azetidin-3-yl}acetonitrile